4-(5-methylsulfanyl-1,3,4-oxadiazol-2-yl)aniline trifluoroacetate FC(C(=O)O)(F)F.CSC1=NN=C(O1)C1=CC=C(N)C=C1